C(C)(C)OC1=C(C=C(C=C1)N1CCN(CC1)C)[N+](=O)[O-] 1-(4-isopropoxy-3-nitrophenyl)-4-methylpiperazine